tert-butyl 2-(1-(6,7-dimethoxyquinazolin-4-yl)azetidin-3-yl)ethylcarbamate COC=1C=C2C(=NC=NC2=CC1OC)N1CC(C1)CCNC(OC(C)(C)C)=O